(((4R,5R)-5-(2-aminophenyl)-2,2-dimethyl-1,3-dioxolan-4-yl)methyl-sulfonyl)amide NC1=C(C=CC=C1)[C@@H]1[C@@H](OC(O1)(C)C)CS(=O)(=O)[NH-]